2-(2,3-difluoro-4-(4-hydroxy-3-isopropylbenzyl)-5-methylphenoxy)-N-methylacetamide FC1=C(OCC(=O)NC)C=C(C(=C1F)CC1=CC(=C(C=C1)O)C(C)C)C